FC1=C(C(=CC=C1)C)C=O (2-fluoro-6-methylphenyl)methanone